C(CC(O)(C(=O)[O-])CC(=O)[O-])(=O)[O-].[Ag+].[Ag+].[Ag+].[Ag+] silver trisilver citrate